[2-(dimethylamino)-1,3-thiazol-5-yl]methanone CN(C=1SC(=CN1)C=O)C